COC(CC=CC1=NN(C=C1NC(=O)OC(C)(C)C)C)=O 4-(4-((tert-Butoxycarbonyl)amino)-1-methyl-1H-pyrazol-3-yl)but-3-enoic acid methyl ester